BrC1=C(C=CC(=C1)C=1C=NC=CC1C)O 2-Bromo-4-(4-methylpyridin-3-yl)phenol